[Cl-].OC=1NC=CN1 hydroxyimidazole chloride salt